BrC=1C(N(C(=C(N1)Br)C1=CC=CC=C1)CC(=O)OCC1=CC=CC=C1)=O benzyl 2-(3,5-dibromo-2-oxo-6-phenylpyrazin-1(2H)-yl)acetate